3-(4-pyrazin-2-ylpyridazin-1-ium-1-yl)propanoic Acid 2,2,2-trifluoroacetate FC(C(=O)[O-])(F)F.N1=C(C=NC=C1)C1=CN=[N+](C=C1)CCC(=O)O